FC(C(=O)O)(F)F.ClC1=NC2=C(C=C(C=C2C=C1C#N)Cl)F 2,6-dichloro-8-fluoroquinoline-3-carbonitrile trifluoroacetate salt